sn-glycero-3-phosphocholine choline OCC[N+](C)(C)C.OC[C@@H](O)COP(=O)(O)OCC[N+](C)(C)C